C(C(C)C)[C@H]1C(N(CCN1)[C@H](C(=O)N1[C@H](C[C@H](CC1)CC(=O)N)C)CC(C)C)=O [(2S,4S)-1-{(S)-2-[(S)-3-Isobutyl-2-oxo-1-piperazinyl]-4-methylvaleryl}-2-methyl-4-piperidyl]acetamide